(4R)-3-[(1S)-1-(benzenesulfonyl)ethyl]-4-[(2-bromophenyl)methyl]oxazolidin-2-one C1(=CC=CC=C1)S(=O)(=O)[C@@H](C)N1C(OC[C@H]1CC1=C(C=CC=C1)Br)=O